O1[C@H](COCC1)CN1N=C2C3=C(C=CC2=C1)OC(=C3C(F)(F)F)C(=O)NCCN3C=NC=C3 2-{[(2S)-1,4-dioxan-2-yl]methyl}-N-[2-(1H-imidazol-1-yl)ethyl]-8-(trifluoromethyl)-2H-furo[2,3-g]indazole-7-carboxamide